OC(COC1=C2C(C=C(OC2=CC=C1)C(=O)O)=O)COC1=C2C(C=C(OC2=CC=C1)C(=O)O)=O 5,5'-(2-hydroxypropane-1,3-diyl)bis(oxy)bis(4-oxo-4H-chromene-2-carboxylic acid)